tert-hexylamine C(C)(C)(CCC)N